COC1=CC=C2N=CC(NC2=C1C(=O)N1CCCC2=CC=CC=C12)=O 7-Methoxy-8-(1,2,3,4-tetrahydroquinoline-1-carbonyl)quinoxalin-2(1H)-one